CN(C(CNC(=O)NC1CC2=CC=CC=C2CC1)C1=CC=CC=C1)C 1-(2-(dimethylamino)-2-phenylethyl)-3-(1,2,3,4-tetrahydronaphthalen-2-yl)urea